B(CCSC[C@@H](C(=O)O)N)(O)O The molecule is l-cysteine substituted at sulfur by a 2-boronoethyl group. It is an organoboron compound, a L-cysteine thioether and a non-proteinogenic L-alpha-amino acid.